NC1=NC(=C(C=2N1C(N(N2)C[C@@H]2N(CCC2)C)=O)C2=CC(=NC(=C2)C)C)C2=CC=CC=C2 5-amino-8-(2,6-dimethyl-4-pyridinyl)-2-[[(2R)-1-methylpyrrolidin-2-yl]methyl]-7-phenyl-[1,2,4]triazolo[4,3-c]pyrimidin-3-one